vitamin C calcium [Ca].OC=1[C@H](OC(C1O)=O)[C@H](CO)O